N-[2-(4-methoxyphenyl)[1,2,4]triazolo[1,5-c]quinazolin-5-yl]-D-alanine methyl ester COC([C@H](NC1=NC=2C=CC=CC2C=2N1N=C(N2)C2=CC=C(C=C2)OC)C)=O